tert-butyl 7-oxo-5,7-dihydrospiro[cyclopenta[c]pyridine-6,4'-piperidine]-1'-carboxylate O=C1C=2C=NC=CC2CC12CCN(CC2)C(=O)OC(C)(C)C